C(#N)C1=CC=CC(=C1)C1=NC(=NC(=N1)C1=CC=CC=C1)C1=CC=CC=C1 4-cyano-6-(4,6-diphenyl-1,3,5-triazin-2-yl)benzene